ClC1=CC(=CC(=N1)N1CCN(CC1)S(=O)(=O)C1=CC=C(C=C1)I)C(F)(F)F 1-[6-chloro-4-(trifluoromethyl)-2-pyridinyl]-4-(4-iodophenyl)sulfonyl-piperazine